C(C)OC(=O)C1=NOC(=C1)C1=CC=C(C=C1)F 5-(4-Fluorophenyl)isoxazole-3-carboxylic acid ethyl ester